cadmium-selenium sulfur [S].[Se].[Cd]